1-(4-bromo-2,6-difluorobenzyl)-4-((tert-butyldimethylsilyl)oxy)piperidine BrC1=CC(=C(CN2CCC(CC2)O[Si](C)(C)C(C)(C)C)C(=C1)F)F